N(=[N+]=[N-])CCCC1=C(C=C(C=C1Cl)OCOC)B1OC(C(O1)(C)C)(C)C 2-(2-(3-azidopropyl)-3-chloro-5-(methoxymethoxy)phenyl)-4,4,5,5-tetramethyl-1,3,2-dioxaborolane